FC=1C=C(C=C(C1)OC(F)(F)F)NC(OC1=CC=CC=C1)=O phenyl (3-fluoro-5-(trifluoromethoxy) phenyl)carbamate